[Ho].[Dy].[Fe] iron-dysprosium-holmium